N-((R)-1-(3-(difluoromethyl)-2-fluorophenyl)ethyl)-6-(3-methoxypyrrolidin-3-yl)quinolin-4-amine FC(C=1C(=C(C=CC1)[C@@H](C)NC1=CC=NC2=CC=C(C=C12)C1(CNCC1)OC)F)F